NC1=CC=C(CN2CCS(CC2)(=O)=O)C=C1 4-(4-aminobenzyl)thiomorpholine 1,1-dioxide